ethyl 1-ethyl-6-fluoro-8-(hydroxymethyl)-4-oxo-4,7,8,9-tetrahydro-1H-cyclopenta[h]quinoline-3-carboxylate C(C)N1C=C(C(C2=CC(=C3C(=C12)CC(C3)CO)F)=O)C(=O)OCC